C(C)(C)N(C1=CC2=C(C(=N1)COC(NC)=O)CN(C2=O)C2=NC(=CC=C2)C2=NN=CN2C2(CC2)C)C ((6-(isopropyl(methyl)amino)-2-(6-(4-(1-methylcyclopropyl)-4H-1,2,4-triazol-3-yl)pyridine-2-yl)-1-oxo-2,3-dihydro-1H-pyrrolo[3,4-c]pyridin-4-yl)methyl)(methyl)carbamate